NC1C(N(C=2N(CCC1)N=C(C2)C2CC2)C)=O 6-amino-2-cyclopropyl-4-methyl-6,7,8,9-tetrahydropyrazolo[1,5-a][1,3]diazocine-5(4H)-one